C(C1=CC=CC=C1)N1C=NC2=C(C=CC=C2C1=O)Cl 3-benzyl-8-chloroquinazolin-4(3H)-one